N-[(3S)-2,6-DIOXO-3-PIPERIDYL]PYRAZINE-2-CARBOXAMIDE O=C1NC(CC[C@@H]1NC(=O)C1=NC=CN=C1)=O